C1(CC1)C1=NC=C(C=N1)C#N 2-cyclopropylpyrimidine-5-carbonitrile